7-[3-(aminomethyl)indolin-1-yl]-N-tetrahydropyran-4-yl-thiazolo[5,4-d]pyrimidine-2-carboxamide NCC1CN(C2=CC=CC=C12)C=1C2=C(N=CN1)SC(=N2)C(=O)NC2CCOCC2